(6aS)-8-methyl-2-((5-(4-(2-oxopyrrolidin-1-yl)phenyl)pyridin-2-yl)amino)-6,6a,7,8-tetrahydro-9H-pyrido-[2,3-b]pyrrolo[1,2-d][1,4]oxazin-9-one CC1C[C@@H]2N(C3=C(OC2)N=CC(=C3)NC3=NC=C(C=C3)C3=CC=C(C=C3)N3C(CCC3)=O)C1=O